N-[7-benzyloxy-5-fluoro-6-(1,1,4-trioxo-1,2,5-thiadiazolidin-2-yl)-2-naphthyl]-2-[(3R,4R)-4-[1-(2,6-dioxo-3-piperidyl)-3-ethyl-2-oxo-benzimidazol-5-yl]-3-fluoro-1-piperidyl]acetamide C(C1=CC=CC=C1)OC1=C(C(=C2C=CC(=CC2=C1)NC(CN1C[C@@H]([C@H](CC1)C1=CC2=C(N(C(N2CC)=O)C2C(NC(CC2)=O)=O)C=C1)F)=O)F)N1S(NC(C1)=O)(=O)=O